6-chloro-2-((4-(1-methyl-4-(trifluoromethyl)-1H-imidazol-2-yl)benzyl)amino)nicotinaldehyde ClC1=NC(=C(C=O)C=C1)NCC1=CC=C(C=C1)C=1N(C=C(N1)C(F)(F)F)C